2-formyl-azetidine-1-carboxylic acid tert-butyl ester C(C)(C)(C)OC(=O)N1C(CC1)C=O